BrC1=CC=C(C=C1)C1=NC(=NC(=C1)C1=CC=C(C=C1)Cl)C1=CC=CC=C1 4-(4-bromophenyl)-6-(4-chlorophenyl)-2-phenylpyrimidine